C(#N)C1=C(OC=2C=C3C(N(C=NC3=CC2)CCC2CN(CCC2)C(=O)OC(C)(C)C)=O)C(=CC=C1NS(=O)(=O)N1CCCC1)F tert-butyl 3-[2-[6-[2-cyano-6-fluoro-3-(pyrrolidin-1-ylsulfonylamino)phenoxy]-4-oxo-quinazolin-3-yl]ethyl]piperidine-1-carboxylate